2-(1-acetylpiperidin-4-yl)-1-(4-bromo-2-fluoro-5-methylphenyl)ethan-1-one C(C)(=O)N1CCC(CC1)CC(=O)C1=C(C=C(C(=C1)C)Br)F